CN(C(C)=NNC(=O)C1N(C(C2C1CCC2)=O)C2=NC(=CC(=C2)C(F)(F)F)C)C N,N-dimethyl-N'-(2-(6-methyl-4-(trifluoromethyl)pyridin-2-yl)-3-oxooctahydrocyclopenta[c]pyrrole-1-carbonyl)acetohydrazonamide